3-{4-[trans-4-amino-3-hydroxypiperidin-1-yl]-7-chloro-3-(3-fluoro-5-methylphenyl)cinnolin-6-yl}-5-fluorobenzamide N[C@H]1[C@@H](CN(CC1)C1=C(N=NC2=CC(=C(C=C12)C=1C=C(C(=O)N)C=C(C1)F)Cl)C1=CC(=CC(=C1)C)F)O